CN1CCC(CC1)NC=1C(=NN(C1C)C)C 1-methyl-N-(1,3,5-trimethylpyrazol-4-yl)piperidin-4-amine